C(C)(C)(C)[C@@H]1[C@H](C1)NC(=O)C=1N(C=CC1)CC1=CC=NC=C1 N-((1S,2R)-2-(tert-butyl)cyclopropyl)-1-(pyridin-4-ylmethyl)-1H-pyrrole-2-carboxamide